C(C)(C)(C)OC(=O)N1N=CC(=C1)C1=CC=C(C=C1)C=O 4-(4-Formylphenyl)-1H-pyrazole-1-carboxylic acid tert-butyl ester